(S)-1-(4-(4-chlorophenyl)-2,3,9-trimethyl-6H-thieno[3,2-f][1,2,4]triazolo[4,3-a][1,4]diazepin-6-yl)-3,6,9,12,15,18,21-heptaoxatetracosan-24-oic acid ClC1=CC=C(C=C1)C1=N[C@H](C=2N(C3=C1C(=C(S3)C)C)C(=NN2)C)CCOCCOCCOCCOCCOCCOCCOCCC(=O)O